ClC1=NC=C(C(=N1)NCC1=CC(=CC(=C1)C(F)(F)F)F)C(=O)N 2-chloro-4-[[3-fluoro-5-(trifluoromethyl)benzyl]amino]pyrimidin-5-carboxamide